R-N-allyl-3-benzyl-3-piperidinecarboxylic acid C(C=C)N1C[C@](CCC1)(C(=O)O)CC1=CC=CC=C1